FC1=C(NC2=CN=CC(=N2)C(C(=O)OC)(CC)CC)C=CC(=C1)F methyl 2-[6-(2,4-difluoroanilino)pyrazin-2-yl]-2-ethyl-butanoate